C12C(CC(C=C1)C2)C(=O)OC(CSCCCCCC(P(O)(O)=O)P(O)(O)=O)COC(=O)C2C1C=CC(C2)C1 6-(2,3-bis(5-norbornen-2-ylcarbonyloxy)propylthio)hexane-1,1-diylbis(phosphonic acid)